[N+](=O)([O-])C1=C(C=CC(=C1)[N+](=O)[O-])NN 2,4-Dinitrophenylhydrazin